C(C)C(C(=O)O)C(C(=O)O)CC α,β-diethylsuccinic acid